COC(C1=C(C(=CC=C1)OC1=C(C(=CC=C1F)N(C(=O)OC(C)(C)C)C(=O)OC(C)(C)C)Cl)C)=O 3-(bis(tert-butoxycarbonyl)amino-2-chloro-6-fluorophenoxy)-2-methylbenzoic acid methyl ester